(difluoromethyl)-4-(methylamino)pyrrolidin FC(F)N1CCC(C1)NC